CN1CC2(CC1C(=O)O)CCCC2 2-methyl-2-azaspiro[4.4]nonane-3-carboxylic acid